C(C)(C)(C)C=1C=C(C=C(C1O)C(C)(C)C)CCC(=O)OCC(COC(CCC1=CC(=C(C(=C1)C(C)(C)C)O)C(C)(C)C)=O)(COC(CCC1=CC(=C(C(=C1)C(C)(C)C)O)C(C)(C)C)=O)COC(CCC1=CC(=C(C(=C1)C(C)(C)C)O)C(C)(C)C)=O pentaerythritol tetrakis(3-(3,5-ditertbutyl 4-hydroxy phenyl) propionate)